Tert-butyl 3-(2-((methoxycarbonyl) amino) ethyl)-1H-indole-1-carboxylate COC(=O)NCCC1=CN(C2=CC=CC=C12)C(=O)OC(C)(C)C